N1N=NN=C1C1=NC=CC=C1N (1H-tetrazol-5-yl)pyridin-3-amine